(2R,6R)-N-[4-fluoropyrrolidin-3-yl]-6-methyl-4-(8-methyl-5-quinolinyl)morpholine-2-carboxamide FC1C(CNC1)NC(=O)[C@H]1CN(C[C@H](O1)C)C1=C2C=CC=NC2=C(C=C1)C